ClC1=C(C(=NC=C1)C(=O)OC)F methyl 4-chloro-3-fluoro-pyridine-2-carboxylate